2-isopropyl-2,3-dimethoxypropane C(C)(C)C(C)(COC)OC